Cl.N12CC(C(CC1)CC2)=O 3-quinuclidinone hydrochloride salt